ClC1=CC(=C(C=C1Cl)NC(=O)N1C2CCC1CC=1C(=NC=CC12)C(F)(F)F)F (±)-N-(4,5-dichloro-2-fluorophenyl)-1-(trifluoromethyl)-6,7,8,9-tetrahydro-5H-5,8-epiminocyclohepta[c]pyridine-10-carboxamide